[N+](=O)([O-])C1=CC=C(C(=O)OC2C(CCCC2)=O)C=C1 2-oxocyclohexyl 4-nitrobenzoate